ClC1=CC=C(N=N1)O[C@H]1[C@H]([C@@H]2CC[C@H](C1)N2C(=O)OC(C)(C)C)F |r| tert-butyl rac-(1S,2S,3R,5R)-3-(6-chloropyridazin-3-yloxy)-2-fluoro-8-azabicyclo[3.2.1]octane-8-carboxylate